ClC1=C2C(=NC=N1)N(N=C2)CC2=C(C=C(C=C2)F)F 4-chloro-1-[(2,4-difluorophenyl)methyl]pyrazolo[3,4-d]pyrimidine